3-amino-2-(cyclopropylmethoxy)-N-(3-fluoro-4-methoxybenzyl)-6-isobutoxybenzamide NC=1C(=C(C(=O)NCC2=CC(=C(C=C2)OC)F)C(=CC1)OCC(C)C)OCC1CC1